C1(C=CC2=CC=CC=C12)[Zr] indenyl-zirconium